monolauryl monolaurate C(CCCCCCCCCCC)(=O)OCCCCCCCCCCCC